methyl 5-(phenyl)-1,3,4-oxadiazole-2-carboxylate C1(=CC=CC=C1)C1=NN=C(O1)C(=O)OC